tert-Butyl 3-(7-(thiazol-2-yl)-4-(((trifluoromethyl)sulfonyl)oxy)benzo[d]oxazol-2-yl)-3,8-diazabicyclo[3.2.1]octane-8-carboxylate S1C(=NC=C1)C1=CC=C(C=2N=C(OC21)N2CC1CCC(C2)N1C(=O)OC(C)(C)C)OS(=O)(=O)C(F)(F)F